5-[3-(2-Methoxy-4-methylsulfonyl-anilino)prop-1-ynyl]-N-(1-methyl-4-piperidyl)-3-(2,2,2-trifluoroethyl)benzothiophene-7-carboxamide COC1=C(NCC#CC=2C=C(C3=C(C(=CS3)CC(F)(F)F)C2)C(=O)NC2CCN(CC2)C)C=CC(=C1)S(=O)(=O)C